5-(2-fluoro-6-((4-methoxybenzyl)oxy)-4-vinylphenyl)-1,2,5-thiadiazolidin-3-one 1,1-dioxide FC1=C(C(=CC(=C1)C=C)OCC1=CC=C(C=C1)OC)N1CC(NS1(=O)=O)=O